Para-Anisidin COC1=CC=C(C=C1)N